O=C1CCCC2=C(N1)C=CC=C2 2-oxo-2,3,4,5-tetrahydro-1H-benzo[b]azepin